Diethyl (5-(8-(2-bromophenethyl)-2,6-dioxo-1-(prop-2-yn-1-yl)-1,2,6,7-tetrahydro-3H-purin-3-yl)pentyl)phosphonate BrC1=C(CCC2=NC=3N(C(N(C(C3N2)=O)CC#C)=O)CCCCCP(OCC)(OCC)=O)C=CC=C1